CC=1N=C(SC1C(=O)OCCC)C(NC1CC(C1)NC1=NC=CC2=CC=C(C=C12)C1=NOC(=N1)C)=O propyl 4-methyl-2-(((1s,3s)-3-((7-(5-methyl-1,2,4-oxadiazol-3-yl)isoquinolin-1-yl)amino)cyclobutyl)carbamoyl)thiazole-5-carboxylate